trans-3-(3-((3,5-dimethylpyridin-2-yl)oxy)-2,2-dimethylpropionamido)-4-methylpyrrolidine-1-carboxylic acid tert-butyl ester C(C)(C)(C)OC(=O)N1C[C@H]([C@@H](C1)C)NC(C(COC1=NC=C(C=C1C)C)(C)C)=O